6-(1-Isopropyl-1H-pyrazol-3-yl)-N-(6-methoxypyrimidin-4-yl)-5-methyl-2-(1-methyl-1H-imidazol-2-yl)pyrrolo[2,1-f][1,2,4]triazin-4-amine C(C)(C)N1N=C(C=C1)C=1C(=C2C(=NC(=NN2C1)C=1N(C=CN1)C)NC1=NC=NC(=C1)OC)C